CN1N=C2C=CC(=C(C2=C1)B1OC(C(O1)(C)C)(C)C)C 2,5-dimethyl-4-(4,4,5,5-tetramethyl-1,3,2-dioxaborolan-2-yl)-2H-indazole